(1R,3aS,6aR)-N-((S)-1-cyano-2-((R)-2-oxopiperidin-3-yl)ethyl)-2-(4-fluoro-6-methyl-7-chloro-1H-indole-2-carbonyl)-5,5-difluorooctahydrocyclopenta[c]pyrrole-1-carboxamide C(#N)[C@H](C[C@@H]1C(NCCC1)=O)NC(=O)[C@@H]1N(C[C@@H]2[C@H]1CC(C2)(F)F)C(=O)C=2NC1=C(C(=CC(=C1C2)F)C)Cl